[N+](=O)([O-])C1=CC=C(C=C1)N1C(CCCC1C)C N-(p-nitrophenyl)-2,6-dimethylpiperidine